(cis)-tert-butyl 4-((2-((benzyloxy) carbonyl) cyclobutyl)-methyl)-3,3-difluorohexahydropyrrolo[3,2-b]pyrrole-1(2H)-carboxylate C(C1=CC=CC=C1)OC(=O)C1C(CC1)CN1CC[C@@H]2N(CC([C@@H]21)(F)F)C(=O)OC(C)(C)C